F[C@H]1C(NC2=C(C=CC=C2C1)F)=O |r| (±)-3,8-difluoro-3,4-dihydroquinolin-2(1H)-one